(4-amino-4-methylpiperidin-1-yl)(5-(p-tolylthio)furan-2-yl)methanone NC1(CCN(CC1)C(=O)C=1OC(=CC1)SC1=CC=C(C=C1)C)C